ClC=1C(=NC(=NC1)NC=1C=C(C=NC1)N1C(CCC1)=O)C1=CC(=NC=C1)C(C)C 1-(5-((5-chloro-4-(2-isopropylpyridin-4-yl)pyrimidin-2-yl)amino)pyridin-3-yl)pyrrolidin-2-one